(S)-N-(6-chloro-8-methylisoquinolin-1-yl)-2-fluoro-4-(1-methyl-1H-1,2,3-triazol-4-yl)-N-(piperidin-3-yl)benzamide ClC=1C=C2C=CN=C(C2=C(C1)C)N(C(C1=C(C=C(C=C1)C=1N=NN(C1)C)F)=O)[C@@H]1CNCCC1